S1C=C(C=C1)C=1C=CC2=C(CC(O2)C=2C=C(C(=O)O)C=CC2)C1 3-(5-(thiophen-3-yl)-2,3-dihydrobenzofuran-2-yl)benzoic acid